C1=CC=CC=2C3=CC=CC=C3C(C12)COC(=O)N([C@@H](C(=O)O)CC(OCC=C)=O)C (2R)-2-[9H-fluorene-9-ylmethoxycarbonyl-(methyl)amino]-4-oxo-4-propa-2-enoxybutanoic acid